[SiH3][Zr](C1C=CC=C1)C1(C(=C(C(=C1)C)C)C)C silyl-(tetramethylcyclopentadienyl)(cyclopentadienyl)zirconium